CC=1N=C2N(C=CC=N2)C1 2-methylimidazo[1,2-a]pyrimidin